NC1=NN(C2=CC(=CC(=C12)C1=CC=C(C=C1)C1=C(C(N(C=C1)C1=NC=CC=C1)=O)C(=O)N)C1CCN(CC1)C(C(C)C)=O)C (4-(3-amino-6-(1-isobutyrylpiperidin-4-yl)-1-methyl-1H-indazol-4-yl)phenyl)-2-oxo-2H-[1,2'-bipyridine]-3-carboxamide